CC(C)(C(C)(NO)C)NO 2,3-dimethyl-2,3-dihydroxyaminobutane